C(OC1=CC(=C(C=N1)N)C)([2H])([2H])[2H] 6-(methoxy-d3)-4-methylpyridin-3-amine